1-[2-(dimethylamino)ethyl]-1H-pyrazol-3-amine CN(CCN1N=C(C=C1)N)C